N1=CC=C(C=C1)C=CC1=CC=C(C=C1)C1=C(N=NN1)C#N 5-{4-{2-(pyridin-4-yl)vinyl}phenyl}-1,2,3-triazole-4-carbonitrile